FC(OC=1C=C(C=CC1)C=1C=CC(=NC1)/C=C/C(C)=O)(F)F (E)-4-(5-(3-(trifluoromethoxy)phenyl)pyridin-2-yl)but-3-en-2-one